OCCCC1=C(C=C(C=C1OC)C1=NC2=CC(=CC(=C2C(N1)=O)OC)OC)OC 2-[4-(3-hydroxy-propyl)-3,5-dimethoxyphenyl]-5,7-dimethoxy-3H-quinazolin-4-one